1-[4-({3-[(8-{2-[(3R,5R)-3,5-dimethylmorpholine-4-carbonyl]-4-fluorophenyl}-3-methylimidazo[1,5-a]pyridin-6-yl)methyl]azetidin-1-yl}methyl)piperidin-1-yl]ethan-1-one C[C@H]1N([C@@H](COC1)C)C(=O)C1=C(C=CC(=C1)F)C=1C=2N(C=C(C1)CC1CN(C1)CC1CCN(CC1)C(C)=O)C(=NC2)C